COC(=O)C12CC(C1)(C2)CN2CCN(CC2)C(=O)OCC2=CC=CC=C2 benzyl 4-[(3-methoxycarbonyl-1-bicyclo[1.1.1]pentanyl)methyl]piperazine-1-carboxylate